L-threoninol hydrochloride Cl.N[C@@H]([C@H](O)C)CO